FC1=C(C=CC(=C1)CC(=O)OC)C=1CCN(CC1)C(=O)OC(C)(C)C tert-butyl 4-[2-fluoro-4-(2-methoxy-2-oxoethyl)phenyl]-3,6-dihydro-2H-pyridine-1-carboxylate